C1(CCCCC1)CN1C(=NC2=C1C=CC(=C2)N(S(=O)(=O)C=2SC=CC2)C)CC2=NC=C(C=C2)OCC N-(1-(cyclohexyl-methyl)-2-((5-ethoxypyridin-2-yl)methyl)-1H-benzo[d]imidazol-5-yl)-N-methylthiophene-2-sulfonamide